4-(((1,6-Dimethyl-2-oxo-1,2-dihydropyridin-4-yl)oxy)methyl)-1-(((2-hydroxypyridin-3-yl)amino)methyl)-N-(1-phenylcyclopropyl)-2-azabicyclo[2.1.1]hexane-2-carboxamide CN1C(C=C(C=C1C)OCC12CN(C(C1)(C2)CNC=2C(=NC=CC2)O)C(=O)NC2(CC2)C2=CC=CC=C2)=O